N=1C(=NN2C1C=CC=C2)NC(CN2C(C1=CC=C(C(=C1C1(C(C1)(F)F)C2)F)Br)=O)=O N-([1,2,4]triazolo[1,5-a]pyridin-2-yl)-2-[6-bromo-1',1',5-trifluoro-1-oxospiro[3H-isoquinolin-4,2'-cyclopropan]-2-yl]acetamide